FC=1C=C2C(=NC=3N(C2=CC1CO)C(=NN3)C)N(C3=CC=CC=C3)C (7-fluoro-1-methyl-5-(methyl(phenyl)amino)-[1,2,4]triazolo[4,3-a]quinazolin-8-yl)methanol